5-methyl-4-oxo-7-{3-[(pyridazin-3-yl)carbamoyl]azetidin-1-yl}-1-(1,3-thiazol-2-yl)-1,4-dihydro-1,8-naphthyridine-3-carboxylic acid CC1=C2C(C(=CN(C2=NC(=C1)N1CC(C1)C(NC=1N=NC=CC1)=O)C=1SC=CN1)C(=O)O)=O